N-[2-fluoro-4-[8-(2-methoxyethyl)-2-methylsulfonyl-7-oxo-pyrido[2,3-d]pyrimidin-6-yl]phenyl]-1-(2-fluorophenyl)methanesulfonamide FC1=C(C=CC(=C1)C1=CC2=C(N=C(N=C2)S(=O)(=O)C)N(C1=O)CCOC)NS(=O)(=O)CC1=C(C=CC=C1)F